C(C)(C)(C)OC(N(C)CCCOC=1N(N=C(C1Br)C)C)=O N-[3-(4-bromo-2,5-dimethyl-pyrazol-3-yl)oxypropyl]-N-methyl-carbamic acid tert-butyl ester